CC=1N=CC(=NC1)N[C@H]1C[C@@H](CC1)NC(OC(C)(C)C)=O |o1:8,10| rel-tert-Butyl ((1R,3R)-3-((5-Methylpyrazin-2-yl)amino)cyclopentyl)carbamate